NCC1(CC(CC(C1)(C)C)NCC1(CC(CC(C1)(C)C)N)C)C 3-[[[3-(aminomethyl)-3,5,5-trimethyl-cyclohexyl]amino]methyl]-3,5,5-trimethyl-cyclohexanamin